tert-butyl 2-[[(2S)-2-hydroxypropyl]amino]acetate O[C@H](CNCC(=O)OC(C)(C)C)C